6-(4-methoxycyclohexyl)-2-(1-methyl-1H-imidazol-5-yl)pyrimidine-4-carboxylic acid hydrochloride Cl.COC1CCC(CC1)C1=CC(=NC(=N1)C1=CN=CN1C)C(=O)O